ClC=1C=CC(=C(C1)C1C(C1)CN)OCC(=C)F (2-(5-Chloro-2-((2-fluoroallyl)oxy)phenyl)cyclopropyl)methanamine